BrC1=CC(=C(C=C1)C=1N=NC(=CN1)N([C@H]1[C@H]([C@@H]2CC[C@H](C1)N2C(=O)OC(C)(C)C)F)C)OC(=O)OC(C)(C)C |r| (±)-tert-butyl (1S,2R,3R,5R)-3-((3-(4-bromo-2-((tert-butoxycarbonyl)oxy)phenyl)-1,2,4-triazin-6-yl)(methyl)amino)-2-fluoro-8-azabicyclo[3.2.1]octane-8-carboxylate